C(CC)SC1=NC(=NN1)CCCC1=NNC(=N1)SCCC 3,3'-trimethylenebis(5-propylthio-1H-1,2,4-triazole)